6-amino-5-(3-hydroxy-2,6-dimethyl-phenyl)-2-thiazol-2-yl-pyrrolo[2,3-b]pyrazine NC1=CC=2C(=NC=C(N2)C=2SC=CN2)N1C1=C(C(=CC=C1C)O)C